C1=CC(=CC(=C1)C(F)(F)F)C(=O)NCC(=O)O 2-acetic acid